propanediol divalerate C(CCCC)(=O)OC(CC)OC(CCCC)=O